2,2',7,7'-tetrakis[N-naphthalenyl(phenyl)-amino]-9,9-spirobifluorene C1=CC=C(C=C1)N(C2=CC3=C(C=C2)C4=C(C35C6=C(C=CC(=C6)N(C7=CC=CC=C7)C8=CC=CC9=CC=CC=C98)C1=C5C=C(C=C1)N(C1=CC=CC=C1)C1=CC=CC2=CC=CC=C21)C=C(C=C4)N(C1=CC=CC=C1)C1=CC=CC2=CC=CC=C21)C1=CC=CC2=CC=CC=C21